C(C(=C)C)(=O)OC1=CC=C(C=C1)/C=C/C(=O)O (E)-3-(4-(methacryloyloxy)phenyl)acrylic acid